N(N)=C1NCCC(N1)=O 2-hydrazinylidenedihydropyrimidine-4(1H)-one